5-(3-Cyanophenyl)-2-methyl-N-(3-(2-oxopropyl)-1,2,4-thiadiazol-5-yl)furan-4-d-3-carboxamide C(#N)C=1C=C(C=CC1)C1=C(C(=C(O1)C)C(=O)NC1=NC(=NS1)CC(C)=O)[2H]